(R)-N-(1-(2-fluorophenyl)-1,4,5,7-tetrahydropyrano[3,4-c]pyrazol-4-yl)-4,5-dimethylpyridinecarboxamide FC1=C(C=CC=C1)N1N=CC2=C1COC[C@@H]2NC(=O)C2=NC=C(C(=C2)C)C